4-(2-(4-fluorophenyl)-5-methyl-4,5,6,7-tetrahydropyrazolo[1,5-a]pyrazin-3-yl)furo[3,4-b]pyridin-5(7H)-one FC1=CC=C(C=C1)C1=NN2C(CN(CC2)C)=C1C1=C2C(=NC=C1)COC2=O